1,1,3,3-Tetramethylguanidinium 2-Ethylhexanoate CCCCC(CC)C(=O)[O-].CN(C)C(=[N+](C)C)N